7-(2-methylphenyl)heptanenitrile CC1=C(C=CC=C1)CCCCCCC#N